COC=1C=C(C=CC1OC)[C@@H](C)NC(C1=C(C=CC=C1)CCC(=O)NN)=O N-[(1R)-1-(3,4-dimethoxyphenyl)ethyl]-2-(3-hydrazino-3-oxo-propyl)benzamide